N-(2-(5-ethyl-7-oxo-3-(2-oxo-2-((4-(trifluoromethyl)phenyl)amino)ethyl)-2-(thiophen-2-yl)-3,7-dihydro-[1,2,4]triazolo[1,5-a]pyrimidin-6-yl)phenyl)acrylamide C(C)C=1N=C2N(C(C1C1=C(C=CC=C1)NC(C=C)=O)=O)N=C(N2CC(NC2=CC=C(C=C2)C(F)(F)F)=O)C=2SC=CC2